N(=C=O)CCOCCOC 1-(2-isocyanatoethoxy)-2-methoxyethane